BrC=1C=NC=2C(CCCC2C1)(SC1=CC=C(C=C1)F)SC1=CC=C(C=C1)F 3-bromo-8,8-bis((4-fluorophenyl)thio)-5,6,7,8-tetrahydroquinoline